6-Chloro-4-(4-phenoxypiperidin-1-yl)pyridine-2-carbonitrile ClC1=CC(=CC(=N1)C#N)N1CCC(CC1)OC1=CC=CC=C1